4-(3-chloro-2-methylanilino)-5'-fluoro-2'-[(2R)-3-hydroxy-2-methylpropyl]-2',3'-dihydro-spiro[cyclohexane-1,1'-isoindole]-4-carboxylic acid ClC=1C(=C(NC2(CCC3(N(CC4=CC(=CC=C34)F)C[C@H](CO)C)CC2)C(=O)O)C=CC1)C